ClCCCC(=O)NC=1C=C(C(=NC1)C)C=1N2C(SC1C=1C=NN(C1)C)=C(C=N2)C(=O)N (5-(4-chlorobutyramido)-2-methylpyridin-3-yl)-2-(1-methyl-1H-pyrazol-4-yl)pyrazolo[5,1-b]Thiazole-7-carboxamide